COC(=O)C1=CC2=C(N=CS2)C(=C1)C#C 4-ethynylbenzo[d]thiazole-6-carboxylic acid methyl ester